4-(3-chlorophenyl)-oxazole ClC=1C=C(C=CC1)C=1N=COC1